N-(2-(1H-pyrrol-1-yl)-4-(trifluoromethyl)phenyl)-2-(4-((1-(2-(2,6-dioxopiperidin-3-yl)-1,3-dioxoisoindolin-5-yl)azetidin-3-yl)ethynyl)-1H-pyrazol-1-yl)-2-methylpropanamide N1(C=CC=C1)C1=C(C=CC(=C1)C(F)(F)F)NC(C(C)(C)N1N=CC(=C1)C#CC1CN(C1)C=1C=C2C(N(C(C2=CC1)=O)C1C(NC(CC1)=O)=O)=O)=O